2-methyl-1,2-benzisothiazol CN1SC2=C(C1)C=CC=C2